CN(CC(C)(O[Sn]OC(CN(C)C)(C)C)C)C bis(1-dimethylamino-2-methyl-2-propoxy)tin